methyl (1H-imidazol-4-yl)anthranilate N1C=NC(=C1)NC=1C(C(=O)OC)=CC=CC1